C(CCCCCCC)N(C1=CC=C(C=C1)C(=O)C1=CC=C(C=C1)N(CCCCCCCC)CCCCCCCCCCCC)CCCCCCCCCCCC bis(4-(n-octyl-n-dodecylamino)phenyl)methanone